BrC=1C(=CC(=NC1F)N(C(OC(C)(C)C)=O)C(=O)OC(C)(C)C)I tert-butyl N-(5-bromo-6-fluoro-4-iodo-2-pyridinyl)-N-tert-butoxycarbonyl-carbamate